6-(2-ethyl-5-methyl-triazol-4-yl)-N-[2-methyl-5-[[2-[(2S)-2-methylpyrrolidin-1-yl]acetyl]amino]-3-pyridyl]triazolo[1,5-a]pyridine-3-carboxamide C(C)N1N=C(C(=N1)C=1C=CC=2N(C1)N=NC2C(=O)NC=2C(=NC=C(C2)NC(CN2[C@H](CCC2)C)=O)C)C